C12CN(CC(CC1)O2)C(CO)CO 2-(8-oxa-3-azabicyclo[3.2.1]oct-3-yl)propane-1,3-diol